N-[3,4-Dichloro-10-(1H-pyrazol-4-yl)-6,7,8,9-tetrahydropyrido[1,2-a]indol-7-yl]acetamide tert-butyl-(6-(2-fluoro-4-(trifluoromethyl)phenyl)spiro[3.3]hept-5-en-2-yl)carbamate C(C)(C)(C)N(C(O)=O)C1CC2(C1)C=C(C2)C2=C(C=C(C=C2)C(F)(F)F)F.ClC2=CC=C1C(=C3N(C1=C2Cl)CC(CC3)NC(C)=O)C=3C=NNC3